NCC(=O)N1[C@H]2C[C@H]2C[C@H]1C#N (1S,3S,5S)-2-glycyl-2-azabicyclo[3.1.0]hexane-3-carbonitrile